2-[5-ethylsulfanyl-6-[2-oxo-1-(2,2,3,3,3-pentafluoropropyl)-4H-pyrido[3,4-d][1,3]oxazin-6-yl]-3-pyridyl]-2-methyl-propanenitrile C(C)SC=1C=C(C=NC1C1=CC2=C(N(C(OC2)=O)CC(C(F)(F)F)(F)F)C=N1)C(C#N)(C)C